NC1=C(C=2C(=NC=C(C2S1)F)C=1C2=C(C=3C=NC(=NC3C1F)N1C[C@H](OCC1)CN(C)C)COC2)C#N 2-Amino-4-(3-((R)-2-((dimethylamino)methyl)morpholino)-5-fluoro-7,9-dihydrofuro[3,4-f]quinazolin-6-yl)-7-fluorothieno[3,2-c]pyridine-3-carbonitrile